OC(C)(C)C1=CC=CC(=N1)N1N(C(C=2C1=NC(=NC2)SC)=O)C 1-[6-(1-hydroxy-1-methylethyl)pyridin-2-yl]-2-methyl-6-(methylthio)-1,2-dihydro-3H-pyrazolo[3,4-d]pyrimidin-3-one